2-ethoxy-5-ethyl-N-(4-(2-(furan-2-carbonyl)hydrazinecarbonyl)pyridin-2-yl)benzamide C(C)OC1=C(C(=O)NC2=NC=CC(=C2)C(=O)NNC(=O)C=2OC=CC2)C=C(C=C1)CC